methyl N-[4-chloro-2-[[(1S)-3-(methylamino)-1-[[(3S,5R)-5-methyl-2-oxo-pyrrolidin-3-yl]methyl]-2,3-dioxo-propyl]carbamoyl]phenyl]carbamate ClC1=CC(=C(C=C1)NC(OC)=O)C(N[C@H](C(C(=O)NC)=O)C[C@H]1C(N[C@@H](C1)C)=O)=O